FC1=CC=C(C=C1)C(CC1N(CCNC1)C=CC(=O)N)C [2-(4-fluorophenyl)propyl]piperazineAcrylamide